ClC=1C(=NC(=NC1C)N1CCC(CC1)C1CN(CCC1)CCC(=O)O)N[C@H](C)C1=C(C=C(C=C1)Cl)Cl 3-(1'-(5-chloro-4-(((R)-1-(2,4-dichlorophenyl)ethyl)amino)-6-methylpyrimidin-2-yl)-[3,4'-bipiperidin]-1-yl)propanoic acid